OC(=O)C(F)(F)F.N1CC(C1)CCN1C(C=CC2=C1N=C(N=C2)NC=2C=C(CN1CCN(CC1)C(=O)N(C)C)C=CC2)=O 4-(3-((8-(2-(azetidin-3-yl)ethyl)-7-oxo-7,8-dihydropyrido[2,3-d]pyrimidin-2-yl)amino)benzyl)-N,N-dimethylpiperazine-1-carboxamide TFA salt